3-{[4-(methoxymethyl)-1H-1,3-benzodiazol-2-yl]amino}-N-methyl-3-[3-(trifluoromethyl)phenyl]propanamide COCC1=CC=CC=2NC(=NC21)NC(CC(=O)NC)C2=CC(=CC=C2)C(F)(F)F